CN1CCN(CCC1)C=1N=CC(=NC1)C(=O)O 5-(4-methyl-1,4-diazepan-1-yl)pyrazine-2-carboxylic acid